3-[3-methyl-5-[1-[2-(methylamino)ethyl]-4-piperidyl]-2-oxo-benzimidazol-1-yl]piperidine-2,6-dione CN1C(N(C2=C1C=C(C=C2)C2CCN(CC2)CCNC)C2C(NC(CC2)=O)=O)=O